5-((R)-2-(5-fluoro-2-methoxypyridin-3-yl)pyrrolidin-1-yl)-N-((1S,3S)-3-hydroxycyclopentyl)pyrazolo[1,5-a]pyrimidine-3-carboxamide FC=1C=C(C(=NC1)OC)[C@@H]1N(CCC1)C1=NC=2N(C=C1)N=CC2C(=O)N[C@@H]2C[C@H](CC2)O